ethyl 2-bromo-2-(3-chloro-5-isopropyl-2-methoxyphenyl)acetate BrC(C(=O)OCC)C1=C(C(=CC(=C1)C(C)C)Cl)OC